[3,5-di-tert-butylphenyl] propionate C(CC)(=O)OC1=CC(=CC(=C1)C(C)(C)C)C(C)(C)C